p-bromobenzenesulfinic acid sodium salt [Na+].BrC1=CC=C(C=C1)S(=O)[O-]